C(C=C)(=O)O.C(C1CCCO1)C(C(CO)(CO)CO)C tetrahydrofurfuryl-trimethylolpropane acrylate